((trans)-tert-butyl 3-(2-(3-carbamoyl-5-nitro-1H-indazol-1-yl)-N-(2-((3-chloro-2-fluorobenzyl) amino)-2-oxoethyl) acetamido) cyclobutyl) carbamate C(N)(OC1(CC(C1)N(C(CN1N=C(C2=CC(=CC=C12)[N+](=O)[O-])C(N)=O)=O)CC(=O)NCC1=C(C(=CC=C1)Cl)F)C(C)(C)C)=O